F[C@H]1CN(C[C@@H]1NC1=NC(=CC=C1)C1=CN=C2N1C=C(C=C2)OC)C(=O)OC(C)(C)C (3S,4S)-tert-butyl 3-fluoro-4-((6-(6-methoxyimidazo[1,2-a]pyridin-3-yl)pyridin-2-yl)amino)pyrrolidine-1-carboxylate